spiro[2.5]oct-5-en C1CC12CC=CCC2